2-isoamyl-2-isobutylsuccinate C(CC(C)C)C(C(=O)[O-])(CC(=O)[O-])CC(C)C